CN1N=CC(=C1)NC1=CC=C2CCNC(C2=C1)=O 7-((1-methyl-1H-pyrazol-4-yl)amino)-3,4-dihydroisoquinolin-1(2H)-one